CC1=C(C(=C(C1([Hf](C1(C=CC2=CC=3CC(CC3C=C12)(CC)CC)CCC1=CC=CC=C1)(C)C)C)C)C)C Pentamethylcyclopentadienyl-dimethyl-(1-phenethyl-6,6-diethyl-1,5,6,7-tetrahydro-s-indacenyl)hafnium